CC=1SC(=C(N1)C(=O)OCC)C1=NC(=CC=C1)C ethyl 2-methyl-5-(6-methylpyridin-2-yl)-1,3-thiazole-4-carboxylate